benzyl (S)-3-(((2-(tert-butoxy)-2-oxoethyl)amino)methyl)morpholine-4-carboxylate C(C)(C)(C)OC(CNC[C@@H]1N(CCOC1)C(=O)OCC1=CC=CC=C1)=O